BrC1=C(C=C2C(=NC(=NC2=C1F)SCC)N[C@@H]1[C@H](C1)F)Cl 7-bromo-6-chloro-2-(ethylthio)-8-fluoro-N-((1S,2S)-2-fluorocyclopropyl)quinazolin-4-amine